(3-chlorobenzyl)-6-(3,5-dimethylisoxazol-4-yl)-2-methyl-quinazolin-4-amine ClC=1C=C(CC2=C3C(=NC(=NC3=CC=C2C=2C(=NOC2C)C)C)N)C=CC1